8-(4-methoxyphenyl)-2-methyl-2H,8H-pyrazolo[3,4-b]Indole-5-carboxylic acid COC1=CC=C(C=C1)N1C=2C(C3=CC(=CC=C13)C(=O)O)=CN(N2)C